ClC1=CC=C(C(=N1)OC=1C(=NC(=CC1C)C)C)NS(=O)(=O)C N-(6-chloro-2-((2,4,6-trimethylpyridin-3-yl)oxy)pyridin-3-yl)methanesulfonamide